(benzene-1,2,3,4,5,6-hexa-yl)hexa-acetonitrile C1(=C(C(=C(C(=C1CC#N)CC#N)CC#N)CC#N)CC#N)CC#N